2-[(1-Benzofuran-2-yl)formamido]-3-phenylpropanoic acid O1C(=CC2=C1C=CC=C2)C(=O)NC(C(=O)O)CC2=CC=CC=C2